3-(6-(piperidin-4-yl)pyrazolo[1,5-a]pyridin-3-yl)piperidine-2,6-dione N1CCC(CC1)C=1C=CC=2N(C1)N=CC2C2C(NC(CC2)=O)=O